1-(4-(3-METHOXYOXETAN-3-YL)PYRIDIN-2-YL)-N-(1-METHYL-1H-INDAZOL-7-YL)-1H-PYRAZOLE-4-SULFONAMIDE COC1(COC1)C1=CC(=NC=C1)N1N=CC(=C1)S(=O)(=O)NC=1C=CC=C2C=NN(C12)C